O=C1C2(CCC2)CC(O1)CC(=O)O 2-(5-Oxo-6-oxaspiro[3.4]octan-7-yl)acetic acid